C(C)(C)(C)C=1C(=CC(=C(OCCOCCOCCOCCOCCOC2=CC=C(C=C2)C2CCN(CC2)S(=O)(=O)C2=CC=C(C(=O)NCC(=O)O)C=C2)C1)O)NC(=O)C1=CNC2=CC=CC=C2C1=O 2-(4-((4-(4-((14-(5-(tert-butyl)-2-hydroxy-4-(4-oxo-1,4-dihydroquinoline-3-carboxamido)phenoxy)-3,6,9,12-tetraoxatetradecyl)oxy)phenyl)piperidin-1-yl)sulfonyl)benzamido)acetic acid